N1=CC=CC=2CN(CCC12)C1=C(C=C(C=N1)C(=O)NCC=1N=C2N(C=CC=C2)C1)C 6-(7,8-dihydro-5H-1,6-naphthyridin-6-yl)-N-(imidazo[1,2-a]pyridin-2-ylmethyl)-5-methyl-pyridine-3-carboxamide